meta-cyanobenzamide C(#N)C=1C=C(C(=O)N)C=CC1